CC1=C(N=C2N(C1=O)C=C(C=C2[C@@H](C)NC2=C(C(=O)O)C=CC=C2)C)N2C1CC(C(C2)C1)C 2-(((1R)-1-(3,7-dimethyl-2-(5-methyl-2-azabicyclo[2.2.1]heptan-2-yl)-4-oxo-4H-pyrido[1,2-a]pyrimidin-9-yl)ethyl)amino)benzoic acid